3'-Iodo-2'-TBDMS-N2-isobutyryl-guanosine I[C@@]1([C@]([C@@H](O[C@@H]1CO)N1C=NC=2C(=O)NC(NC(C(C)C)=O)=NC12)(O)[Si](C)(C)C(C)(C)C)O